N-(2'-amino-5'H-spiro[chromane-4,4'-thiazol]-6-yl)-5-methoxypyrazine-2-carboxamide NC=1SCC2(N1)CCOC1=CC=C(C=C12)NC(=O)C1=NC=C(N=C1)OC